1-(2,6-dichlorophenyl)-4-((5-(4-methylpiperazine-1-carbonyl)pyrazin-2-yl)amino)-1H-pyrazole-3-carboxamide ClC1=C(C(=CC=C1)Cl)N1N=C(C(=C1)NC1=NC=C(N=C1)C(=O)N1CCN(CC1)C)C(=O)N